C(CC)[Si](C(C(CC)(O[SiH](C)C)O[SiH](C)C)(O[SiH](C)C)O[SiH](C)C)(C)C Propyltetra(dimethylsilyloxy)dimethylbutyl-silane